BrC1=CN(C2=NC=CC=C21)C(=O)C2=CC(=C(C(=C2)Cl)O)Cl (3-bromo-1H-pyrrolo[2,3-b]pyridin-1-yl)(3,5-dichloro-4-hydroxyphenyl)methanone